C1(CCCC1)[Zn].[Br] bromine (cyclopentyl)Zinc